FC1(CC1)C1=NN(C(=C1C(F)(F)F)C(=O)NC1=CC(=CC=C1)SC)C[C@H]1[C@@H](C1)C(F)(F)F 3-(1-Fluorocyclopropyl)-N-(3-(methylthio)phenyl)-4-(trifluoromethyl)-1-(((trans)-2-(trifluoromethyl)cyclopropyl)methyl)-1H-pyrazole-5-carboxamide